FC1=CC=C(C=C1)N1CCN(CC1)CCN1C(C2(CC1)CCCC2)=O 2-(4-(4-fluorophenyl)piperazin-1-yl-ethyl)-2-azaspiro[4.4]nonan-1-one